5,7-dimethyl-2,4-hexadecadienoic acid CC(=CC=CC(=O)O)CC(CCCCCCCCC)C